3-(3,6-dihydro-2H-pyran-4-yl)-aniline O1CCC(=CC1)C=1C=C(N)C=CC1